(1S,2S,4R)-1-methyl-1-vinyl-2,4-diisopropenylcyclohexane C[C@@]1([C@@H](C[C@@H](CC1)C(=C)C)C(=C)C)C=C